4-amino-1-(3-(aminomethyl)benzyl)-2-butyl-1H-imidazo[4,5-c]quinoline 5-oxide NC1=[N+](C=2C=CC=CC2C2=C1N=C(N2CC2=CC(=CC=C2)CN)CCCC)[O-]